N-[(2-chloroquinolin-7-yl)(2H2)methyl]-N-(4,4-difluoro-1,1-dioxo-3,4-dihydro-2H-1λ6-benzothiopyran-8-yl)pyridine-3-carboxamide ClC1=NC2=CC(=CC=C2C=C1)C(N(C(=O)C=1C=NC=CC1)C1=CC=CC=2C(CCS(C21)(=O)=O)(F)F)([2H])[2H]